ClC=1C=C(C=CC1)C1=NOC(=C1)NC(CCC(N1C=2N(CCC1)N=C(C2)C(F)(F)F)=O)=O N-(3-(3-chlorophenyl)isoxazol-5-yl)-4-oxo-4-(2-(trifluoromethyl)-6,7-dihydropyrazolo[1,5-a]pyrimidin-4(5H)-yl)butanamide